N(/N)=C\1/CC[C@@H]2[C@@]1(CC[C@@H]1[C@]3(CCC=4N=C(SC4C3=CC[C@@H]21)NC2=C(C=C(C=C2C)C)C)C)C (5aR,5bS,7aS,10aS,10bR,E)-8-hydrazineylidene-N-mesityl-5a,7a-dimethyl-5,5a,5b,6,7,7a,8,9,10,10a,10b,11-dodecahydro-4H-cyclopenta[7,8]phenanthro[2,1-d]thiazol-2-amine